5-chloro-3-(2-methoxypropyl)quinazolin-4(3H)-one ClC1=C2C(N(C=NC2=CC=C1)CC(C)OC)=O